methyl 4-[3-[rac-(1R)-3-(4-hydroxy-1-piperidyl)-1-[[rac-(7S)-7-tert-butyl-5,6,7,8-tetrahydrothiazolo[5,4-b]quinoline-2-carbonyl]amino]propyl] benzoyl]morpholine-2-carboxylate OC1CCN(CC1)CC[C@@H](NC(=O)C=1SC2=NC=3CC[C@@H](CC3C=C2N1)C(C)(C)C)C=1C=C(C(=O)N2CC(OCC2)C(=O)OC)C=CC1 |r|